C1N(CC12CCNCC2)C2=NC1=CC=C(C=C1C=N2)CCC2=CC=NC=C2 (2,7-diazaspiro[3.5]non-2-yl)-6-(2-pyridin-4-ylethyl)quinazoline